N[C@@H]1[C@@H](C[C@H](CC1)C(=O)N(C)C)NC(OC(C)(C)C)=O t-Butyl {(1R,2S,5S)-2-amino-5-[(dimethylamino)carbonyl]cyclohexyl}carbamate